di-(amyl)dithiophosphate C(CCCC)SP(=S)(OCCCCC)[O-]